mono-sodium, monohydrate O.[Na]